5-methoxy-pyrimidin COC=1C=NC=NC1